(cis)-ethyl 4-(3-fluoro-2-methylphenyl)-6-(1-((3-methyl-3-((2-(trimethylsilyl)ethoxy)carbonyl)cyclobutyl)-sulfonyl)piperidin-4-yl)-2-(thiazol-2-yl)-1,4-dihydropyrimidine-5-carboxylate FC=1C(=C(C=CC1)C1N=C(NC(=C1C(=O)OCC)C1CCN(CC1)S(=O)(=O)C1CC(C1)(C(=O)OCC[Si](C)(C)C)C)C=1SC=CN1)C